(1S)-phosphorous acid P(O)(O)O